C1(=CC=CC=C1)[S+](C1=CC=C(C=C1)Br)C1=CC=CC=C1 diphenyl-(p-bromophenyl)sulfonium